6-[(1S,2S)-2-[6-(2,4-dimethoxypyrimidin-5-yl)-3-fluoro-imidazo[1,2-b]pyridazin-8-yl]cyclopropyl]-8-(trifluoromethyl)quinoline COC1=NC=C(C(=N1)OC)C=1C=C(C=2N(N1)C(=CN2)F)[C@@H]2[C@H](C2)C=2C=C1C=CC=NC1=C(C2)C(F)(F)F